S1C(=CC=C1)C=O 2-thiophenal